(piperidin-1-ylmethyl-d2)benzofuran-3-carboxylic acid ethyl ester C(C)OC(=O)C1=C(OC2=C1C=CC=C2)C([2H])([2H])N2CCCCC2